C(CC)OC1=CC=C(C=C1)[C@@H](CC(=O)O)C#CC (3R)-3-(4-propoxyphenyl)hex-4-ynoic acid